OC[C@H]1N(CCN(C1)C1=CC=C(C=C1)I)C(=O)OC(C)(C)C tert-butyl (S)-2-(hydroxymethyl)-4-(4-iodophenyl)piperazine-1-carboxylate